(4-(1-hydroxycyclohexyl)phenyl)silane OC1(CCCCC1)C1=CC=C(C=C1)[SiH3]